[Si](C)(C)(C(C)(C)C)O[C@H]1CO[C@H]2[C@@H]1OC[C@H]2O (3R,3aR,6S,6aS)-6-((tert-butyldimethylsilyl)oxy)hexahydrofuro[3,2-b]furan-3-ol